6-chloro-2-methoxy-1-indenone ClC1=CC=C2C=C(C(C2=C1)=O)OC